BrC=1C=C(O[C@H]2C[C@H](N(C2)C(=O)OC(C)(C)C)C(=O)OC)C=CC1 O1-tert-butyl O2-methyl (2S,4S)-4-(3-bromophenoxy)pyrrolidine-1,2-dicarboxylate